CC1=CC=CC(=N1)C1=C(C=CC=C1)C1=C(C(=NC(=C1N1C2=CC=C(C=C2C=2C=C(C=CC12)C)C)N1C2=CC=C(C=C2C=2C=C(C=CC12)C)C)N1C2=CC=C(C=C2C=2C=C(C=CC12)C)C)N1C2=CC=C(C=C2C=2C=C(C=CC12)C)C 9,9',9'',9'''-(4-(2-(6-methylpyridin-2-yl)phenyl)pyridine-2,3,5,6-tetrayl)tetrakis(3,6-dimethyl-9H-carbazole)